C(#N)C=1C=C(C=NC1OCC1CCOCC1)S(=O)(=O)NC(C1=C(C=CC=C1)OC=1C=C2C(=NC1)NC=C2)=O N-{[5-cyano-6-(tetrahydro-2H-pyran-4-ylmethoxy)pyridin-3-yl]sulfonyl}-2-(1H-pyrrolo[2,3-b]pyridin-5-yloxy)benzamide